FC=1C=C2NC=C(C[C@H](N)C(=O)O)C2=CC1 6-fluorotryptophan